C(C=C)[C@@H]1[C@@H]2CC[C@H](CN1)N2C(=O)OC(C)(C)C tert-butyl (1S,2R,5R)-2-(prop-2-en-1-yl)-3,8-diazabicyclo[3.2.1]octane-8-carboxylate